CN1C=NC=C1C2=C(C(=O)NC2=O)C3=CNC4=C3C=CC(=C4)Br The molecule is a member of indoles, a member of maleimides and a member of pyrroles. It has a role as a metabolite.